CC1=CCC(CC1)=C(C)C 1-methyl-4-(1-methylethylidene)cyclohexene